FC1=C(C=CC(=C1F)OC)C1=CN=C2N1C=CN=C2NC2=CC(=C(C(=O)NCC1CCN(CC1)C)C=C2)C 4-((3-(2,3-difluoro-4-methoxy-phenyl)imidazo[1,2-a]pyrazin-8-yl)amino)-2-methyl-N-((1-methylpiperidin-4-yl)methyl)benzamide